6-(3-(5-(1-cyclobutylpiperidin-4-yl)-4-methylpyridin-2-yl)-4-isopropyl-1H-pyrazol-5-yl)-8-methoxy-[1,2,4]triazolo[1,5-a]pyridine C1(CCC1)N1CCC(CC1)C=1C(=CC(=NC1)C1=NNC(=C1C(C)C)C=1C=C(C=2N(C1)N=CN2)OC)C